FC1=C(C=CC(=C1)F)C1=CC(=NO1)C(=O)N1CC2=CC=CC=C2[C@](C1)(C=1C=NN(C1)C)C 5-(2,4-difluorophenyl)isoxazol-3-yl-1-[(4S)-4-methyl-4-(1-methylpyrazol-4-yl)-1,3-dihydroisoquinolin-2-yl]methanone